2-[(1S,2S)-1-ethyl-2-hydroxypropyl]-2,4-dihydro-4-[4-[4-(4-hydroxyphenyl)-piperazin-1-yl]-phenyl]-3H-1,2,4-triazole C(C)[C@@H]([C@H](C)O)N1N=CN(C1)C1=CC=C(C=C1)N1CCN(CC1)C1=CC=C(C=C1)O